3-(4-chlorobenzyloxy)-4-ethynyl-thiophene ClC1=CC=C(COC2=CSC=C2C#C)C=C1